C(C)(C)[N+](CCCCCC[N+](C)(C)C(C)C)(C)C N1,N6-diisopropyl-N1,N1,N6,N6-tetramethylhexane-1,6-diaminium